BrC=1C2=C(SC1C(=O)OC)C=C(C=C2)C2CCOCC2 methyl 3-bromo-6-(tetrahydro-2H-pyran-4-yl)benzo[b]thiophene-2-carboxylate